C(C)OC(CC(=O)NC=1C(=NC=CC1)C)=O.COC1=CC=C(CC(OC=2C=CC=C(C2)N(C)C)OCOC(=O)NCC2=CC=C(C=C2)N(C)C)C=C1 5-[(4-methoxybenzyl)(4-dimethylaminobenzyl)aminocarbonyloxymethoxymethoxy]dimethylaminobenzene Ethyl-3-((2-methylpyridin-3-yl)amino)-3-oxopropionate